FC=1C(=C(OC=2N=NC(=C(C2C(=O)NC2=CC(=CC=C2)S(=O)(C)=N)C)C(F)(F)F)C=CC1OC(F)(F)F)C 3-[3-fluoro-2-methyl-4-(trifluoromethoxy)phenoxy]-N-{3-[imino(methyl)oxo-λ6-sulfanyl]phenyl}-5-methyl-6-(trifluoromethyl)pyridazine-4-carboxamide